8-(ethylthio)-3-iodo-2-(trifluoromethyl)-4H-pyrido[1,2-a]pyrimidin-4-one C(C)SC1=CC=2N(C(C(=C(N2)C(F)(F)F)I)=O)C=C1